(R)-6-bromo-2-methyl-N-(1-(3-nitro-5-(trifluoromethyl)phenyl)ethyl)-7-(pyrrolidin-1-yl)pyrido[2,3-d]pyrimidin-4-amine BrC1=CC2=C(N=C(N=C2N[C@H](C)C2=CC(=CC(=C2)C(F)(F)F)[N+](=O)[O-])C)N=C1N1CCCC1